C=C(C(=O)O)CCCC(=O)O 2-methylene-adipic acid